((S)-2-(2,3-Difluorophenyl)piperidin-1-yl)-2-fluoro-N-((R,E)-4-(methylsulfonyl)but-3-en-2-yl)benzamide FC1=C(C=CC=C1F)[C@H]1N(CCCC1)C=1C(=C(C(=O)N[C@H](C)\C=C\S(=O)(=O)C)C=CC1)F